C(C)(C)(C)C=1C=C(NN1)NC(=O)NC1=CC=C(C=C1)N1C=NC2=C1C=CC(=C2)OCCOCCCC2=C1C(N(C(C1=CC=C2)=O)C2C(NC(CC2)=O)=O)=O 1-(5-tert-butyl-2H-pyrazol-3-yl)-3-{4-[5-(2-{3-[2-(2,6-dioxopiperidin-3-yl)-1,3-dioxo-2,3-dihydro-1H-isoindol-4-yl]-propoxy}-ethoxy)-benzoimidazol-1-yl]-phenyl}-urea